4-(5-amino-2-((5-methyl-oxazol-4-yl)methyl)-3-oxo-7-phenyl-2,3-dihydro-[1,2,4]triazolo[4,3-c]pyrimidin-8-yl)-2,6-dimethylpyridine 1-oxide NC1=NC(=C(C=2N1C(N(N2)CC=2N=COC2C)=O)C2=CC(=[N+](C(=C2)C)[O-])C)C2=CC=CC=C2